O=C1C(=C(C=NN1)N[C@H](CONC(CN1C2CN(CC1CC2)C2=NC=C(C=N2)C(F)(F)F)=O)C)C(F)(F)F N-((S)-2-((6-oxo-5-(trifluoromethyl)-1,6-dihydropyridazin-4-yl)amino)propoxy)-2-(3-(5-(trifluoromethyl)Pyrimidin-2-yl)-3,8-diazabicyclo[3.2.1]octan-8-yl)acetamide